COC(=O)C=1C=CC2=C(OCCN2C2=CC=C(C=C2)C(=O)OC(C)(C)C)C1C 4-(4-(tert-Butoxycarbonyl)phenyl)-8-methyl-3,4-dihydro-2H-benzo[b][1,4]oxazine-7-carboxylic acid methyl ester